(3R)-8-fluoro-7-[5-(1-methyl-1-methylsulfonyl-ethyl)-1,3,4-oxadiazol-2-yl]-4-oxo-3,5-dihydro-2H-1,5-benzothiazepin-3-yl carbamate C(N)(O[C@H]1CSC2=C(NC1=O)C=C(C(=C2)F)C=2OC(=NN2)C(C)(S(=O)(=O)C)C)=O